NCCCCCNC=1C=C2C(N(C(C2=CC1)=O)C1C(NC(CC1)=O)=O)=O 5-[(5-aminopentyl)amino]-2-(2,6-dioxopiperidin-3-yl)isoindole-1,3-dione